BrC=1C=C2C(=C(C=NC2=CC1)[N+](=O)[O-])NC1=CC(=CC=C1)C(F)(F)F 6-bromo-3-nitro-N-(3-(trifluoromethyl)phenyl)quinolin-4-amine